C1=CC(=CC=C1NC(=O)C2=C(C(=CC(=C2)Br)Br)O)Br The molecule is a salicylanilide derivative with bromo- substituents at C-3 and C-5 of the salicylate moiety and at C-4 of the anilide moiety. It derives from a salicylanilide.